2-Methyl-3-Hydroxy-propionaldehyde CC(C=O)CO